2-cyclopropyl-N-(3-(3-((4-(difluoromethyl)-4H-1,2,4-triazol-3-yl)methyl)oxetan-3-yl)phenyl)-6-methylpyrimidine-4-carboxamide C1(CC1)C1=NC(=CC(=N1)C(=O)NC1=CC(=CC=C1)C1(COC1)CC1=NN=CN1C(F)F)C